C(C)(C)(C)ONC(C(F)(F)C=1N(C=CC1C(=O)NC1=CC(=C(C=C1)F)Cl)C)=O 2-(2-(tert-butoxyamino)-1,1-difluoro-2-oxoethyl)-N-(3-chloro-4-fluorophenyl)-1-methyl-1H-pyrrole-3-carboxamide